C(C)(=O)N[C@H]1[C@H](O[C@@H]([C@@H]([C@@H]1OC(C)=O)OC(C)=O)COC(C)=O)Cl 2-acetamido-3,4,6-tri-O-acetyl-2-deoxy-α-D-galactopyranosyl chloride